N-[(1R)-1,2,3,4-tetrahydro-1-naphthalenyl]-1H-benzimidazol-2-amine [C@H]1(CCCC2=CC=CC=C12)NC1=NC2=C(N1)C=CC=C2